ClC=1N(C(=C(C1C(=O)NC1=CC(=C(C=C1)F)C)C)C(C(=O)NCC(C)(C)O)=O)C 2-chloro-N-(4-fluoro-3-methylphenyl)-5-(2-((2-hydroxy-2-methylpropyl)amino)-2-oxoacetyl)-1,4-dimethyl-1H-pyrrole-3-carboxamide